N(=[N+]=[N-])CC(=O)NC(C(=O)N[C@H](C(=O)NC1=CC=2C=C3C(=NC2C=C1)C1=CC2=C(C(N1C3)=O)COC([C@]2(O)CC)=O)C)=C (S)-2-(2-azidoacetamido)-N-((S)-1-(((S)-4-ethyl-4-hydroxy-3,14-dioxo-3,4,12,14-tetrahydro-1H-pyrano[3',4':6,7]indolizino[1,2-b]quinolin-9-yl)amino)-1-oxopropan-2-yl)propenamide